ClC=1C=C(C=CC1CC(C)C)C1=NC(=NO1)C1=CC=C(CN2CCC(CC2)(C(=O)O)CC)C=C1 1-{4-[5-(3-chloro-4-isobutylphenyl)-[1,2,4]-oxadiazol-3-yl]benzyl}-4-ethylpiperidine-4-carboxylic acid